N,N-diethylformamide diethyl acetal C(C)OC(N(CC)CC)OCC